O=C1NC(CCC1N1C(C2=CC=CC(=C2C1=O)NCC=1C=NN(C1)C1CCC(CC1)C(=O)N1CCCCC1)=O)=O 2-(2,6-dioxopiperidin-3-yl)-4-(((1-((1r,4r)-4-(piperidine-1-carbonyl)cyclohexyl)-1H-pyrazol-4-yl)methyl)amino)isoindoline-1,3-dione